C(CCCCC=CCC=CCC=CCC=CCC)(=O)O 6,9,12,15-octadecatetraenoic acid